1-(((5S,7S)-3-(3-(1-hydroxy-2-methylpropan-2-yl)isoxazol-5-yl)-7-methyl-2-oxo-1-oxa-3-azaspiro[4.5]decan-7-yl)methyl)-1H-benzo[d]imidazole-6-carbonitrile OCC(C)(C)C1=NOC(=C1)N1C(O[C@]2(C1)C[C@@](CCC2)(C)CN2C=NC1=C2C=C(C=C1)C#N)=O